3-bromo-5,5-dimethyl-6H-pyrrolo[3,4-b]pyridin-7-one BrC=1C=C2C(=NC1)C(NC2(C)C)=O